3-(4-(bromomethyl)phenyl)-1-ethyl-5-(trifluoromethyl)-1H-1,2,4-triazole BrCC1=CC=C(C=C1)C1=NN(C(=N1)C(F)(F)F)CC